C(C)(C)(C)OC(=O)N1CC(CC1)C(C=O)C#N 3-(1-cyano-2-oxoethyl)pyrrolidine-1-carboxylic acid tert-butyl ester